2-bromo-N1,N1-bis(4-(tert-butyl)phenyl)-N3,N3-di(naphthalen-2-yl)benzene-1,3-diamine BrC1=C(C=CC=C1N(C1=CC2=CC=CC=C2C=C1)C1=CC2=CC=CC=C2C=C1)N(C1=CC=C(C=C1)C(C)(C)C)C1=CC=C(C=C1)C(C)(C)C